tert-butyl 4-[4-(2,6-dioxo-3-piperidyl)-2-fluoro-phenyl]piperidine-1-carboxylate O=C1NC(CCC1C1=CC(=C(C=C1)C1CCN(CC1)C(=O)OC(C)(C)C)F)=O